[Na+].P1(OCCCO1)=O.[NH4+] ammonium trimethylene phosphonate sodium salt